BrC1=C(C=C(C=N1)C(=O)N1CCN(CC1)C=1OC=2C(=NC(=CC2)C)N1)C(F)(F)F [6-Bromo-5-(trifluoromethyl)-3-pyridyl]-[4-(5-methyloxazolo[4,5-b]pyridin-2-yl)piperazin-1-yl]methanone